NC1=NC=2C=CC=CC2C2=C1N=C(N2C[C@@H](C)O[P@](=O)(OC2=CC(=CC=C2)Cl)N[C@@H](C)C(=O)OC(C)C)COCC isopropyl ((S)-(((R)-1-(4-amino-2-(ethoxymethyl)-1H-imidazo[4,5-c]quinolin-1-yl) propan-2-yl) oxy) (3-chloro-phenoxy) phosphoryl)-L-alaninate